CC(C)(C=CS(=O)(=O)C1=CC=CC=C1)OC(C)OCC 2-methyl-2-(1-ethoxyethoxy)-4-(phenylsulfonyl)butaneN